CC=1C=C(C=CC1OC1=CC2=C(N(N=N2)C)C=C1)NC=1C2=C(N=CN1)C=CC(=N2)C=2CCN(CC2)C(=O)OC(C)(C)C tert-butyl 4-(4-((3-methyl-4-((1-methyl-1H-benzo[d][1,2,3]triazol-5-yl)oxy)phenyl)amino)pyrido[3,2-d]pyrimidin-6-yl)-3,6-dihydropyridine-1(2H)-carboxylate